CN1N=C(C(=C1)C1=CC=CC2=C1NC(=NS2(=O)=O)NC2=CC(=CC=C2)C(C)C)C 5-(1,3-dimethyl-1H-pyrazol-4-yl)-3-((3-isopropylphenyl)amino)-4H-benzo[e][1,2,4]thiadiazine 1,1-dioxide